Cl.N[C@H]1CC[C@@H](OC1)CN1CCC2(CN(C2)C2=NC=NC=C2OC2=C(C(=O)N([C@@H]3COCC3)C(C)C)C=C(C=C2)F)CC1 2-((4-(7-(((2r,5S)-5-aminotetrahydro-2H-pyran-2-yl)methyl)-2,7-diazaspiro[3.5]non-2-yl)pyrimidin-5-yl)oxy)-5-fluoro-N-isopropyl-N-((S)-tetrahydrofuran-3-yl)benzamide hydrochloride